NC1=NC(=NC=C1)O amino-hydroxypyrimidine